CN1N=CC2=CC=C(C=C12)C(=O)N 1-methyl-1H-indazole-6-carboxamide